C1(CC1)C1=NC=NC(=C1C=1N=CC=2C(N1)=NC(C(C2)C=2C=NC=CC2)=O)OC 2-(4-cyclopropyl-6-methoxypyrimidin-5-yl)-6-(pyridin-3-yl)pyrido[2,3-d]pyrimidin-7-one